FC(COP1(=NP(=NP(=N1)(F)F)(F)F)F)(F)F trifluoroethoxypentafluoro-cyclotriphosphazene